Ethyl (2S,3S)-2-hydroxy-3-benzamido-3-p-bromophenylpropionate O[C@H](C(=O)OCC)[C@H](C1=CC=C(C=C1)Br)NC(C1=CC=CC=C1)=O